O=C1NC(CCC1N1C(C2=CC=C(C=C2C1=O)NCC(=O)NCCOCCC(=O)O)=O)=O 3-[2-[[2-[[2-(2,6-dioxo-3-piperidyl)-1,3-dioxo-isoindolin-5-yl]amino]acetyl]amino]ethoxy]propanoic acid